N1=C(C=CC=C1)CP(=O)(O)CC(C(=O)O)CCC(=O)O 2-[[((2-pyridyl)methyl)hydroxyphosphinyl]methyl]pentanedioic acid